dipalmitoyl-sn-Glycero-3-Phosphothioethanol C(CCCCCCCCCCCCCCC)(=O)CC(O)(SP(OC[C@@H](CO)O)(=O)O)C(CCCCCCCCCCCCCCC)=O